racemic-5-benzyl-5-azaspiro[2.4]heptane C(C1=CC=CC=C1)N1CC2(CC2)CC1